(bis(diphenylphosphino)ferrocene) dichloride [Cl-].[Cl-].C1(=CC=CC=C1)P(C1=CC=CC=C1)[C-]1C=CC=C1.[C-]1(C=CC=C1)P(C1=CC=CC=C1)C1=CC=CC=C1.[Fe+2]